C(CCCC)C(CCCN(CCN(CCOC(OC(CCCCCCCCC)CCCCCC)=O)CCO)CC)CCCCC 2-pentylheptyl-3-ethyl-12-hexyl-6-(2-hydroxyethyl)-10-oxo-9,11-dioxa-3,6-diazahenicosan